1-(Benzo[d]isothiazol-3-yl)-N-(5-chloro-6-(2H-1,2,3-triazol-2-yl)pyridin-3-yl)-5-(trifluoromethyl)-1H-pyrazol-4-carboxamid S1N=C(C2=C1C=CC=C2)N2N=CC(=C2C(F)(F)F)C(=O)NC=2C=NC(=C(C2)Cl)N2N=CC=N2